(1S,2R,3R,5R)-3-((S)-amino(4-chlorophenyl)methyl)-5-((E)-6-hydrazineylidene-3,6-dihydro-9H-purin-9-yl)cyclopentane-1,2-diol N[C@@H]([C@@H]1[C@H]([C@H]([C@@H](C1)N1C=2NC=N/C(/C2N=C1)=N/N)O)O)C1=CC=C(C=C1)Cl